1-(9Z,12Z,15Z-octadecatrienoyl)-2-heptadecanoyl-glycero-3-phosphocholine CCCCCCCCCCCCCCCCC(=O)O[C@H](COC(=O)CCCCCCC/C=C\C/C=C\C/C=C\CC)COP(=O)([O-])OCC[N+](C)(C)C